(R)-N-(1-(4-((3-amino-5-methylpyridin-2-yl)oxy)phenyl)ethyl)acrylamide NC=1C(=NC=C(C1)C)OC1=CC=C(C=C1)[C@@H](C)NC(C=C)=O